(S)-5-(hydroxymethyl)pyrrolidine-2-one OC[C@@H]1CCC(N1)=O